NC=1C(=C(C(=CC1)F)NC(C1=C(C(=CC(=C1)NC(=O)[C@@H]1C([C@H]1C1=CC(=C(C(=C1)Cl)Cl)Cl)(Cl)Cl)C)Cl)=O)F N-(3-amino-2,6-difluorophenyl)-2-chloro-5-((1R,3R)-2,2-dichloro-3-(3,4,5-trichlorophenyl)cyclopropane-1-carboxamido)-3-methylbenzamide